FC=1C=C(NC2C(NC(CC2)=O)=O)C=CC1N1CC(C(CC1)N1CCNCC1)F 3-[3-fluoro-4-(3-fluoro-4-piperazin-1-yl-1-piperidyl)anilino]piperidine-2,6-dione